lithium bis(trimethyl silyl) phosphate P(=O)(O[Si](C)(C)C)(O[Si](C)(C)C)[O-].[Li+]